FC=1C=CC(=C(COC2=CC=C3CCN(CC3=C2)C(=O)OC(C)(C)C)C1)OC tert-butyl 7-((5-fluoro-2-methoxybenzyl) oxy)-3,4-dihydroisoquinoline-2(1H)-carboxylate